2-{5-[(2S)-3-(tert-butoxy)-2-[(3R)-1-[(tert-butoxy)carbonyl]pyrrolidin-3-yl]-3-oxopropyl]pyridin-3-yl}acetic acid C(C)(C)(C)OC([C@@H](CC=1C=C(C=NC1)CC(=O)O)[C@@H]1CN(CC1)C(=O)OC(C)(C)C)=O